ethyl 4-(3-(4-((4-amino-6-methylpyrimidin-2-yl)(4-methoxybenzyl)amino)butyl)piperidin-1-yl)-2-(methylthio)pyrimidine-5-carboxylate NC1=NC(=NC(=C1)C)N(CCCCC1CN(CCC1)C1=NC(=NC=C1C(=O)OCC)SC)CC1=CC=C(C=C1)OC